BrCC(C(CCCCCC#N)(C)C=1C=C(C=CC1)CCC(=O)OCC)=O ethyl 3-(3-(1-bromo-8-cyano-3-methyl-2-oxooctan-3-yl)phenyl)propanoate